1-(3-fluoro-4-methoxybenzoyl)-1,2,3,4-tetrahydro-5H-benzo[b]azepine FC=1C=C(C(=O)N2C3=C(CCCC2)C=CC=C3)C=CC1OC